5-(2-chloro-3-fluoro-4-methoxy-phenyl)-1-methyl-N-[3-methyl-4-[4-(piperidine-4-carbonyl)piperazine-1-carbonyl]phenyl]imidazole-2-carboxamide formate C(=O)O.ClC1=C(C=CC(=C1F)OC)C1=CN=C(N1C)C(=O)NC1=CC(=C(C=C1)C(=O)N1CCN(CC1)C(=O)C1CCNCC1)C